1,1'-azobis-(cyclohexanecarbonitrile) N(=NC1(CCCCC1)C#N)C1(CCCCC1)C#N